ClC1=CC(=CC(=N1)N1CCN(CC1)S(=O)(=O)C1=CC=C(C=C1)NC(=O)C=1C=C(C=CC1OC)CNCCCC1CCN(CC1)C(=O)OC(C)(C)C)C(F)(F)F Tert-butyl 4-[3-[[3-[[4-[4-[6-chloro-4-(trifluoromethyl)-2-pyridyl]piperazin-1-yl]sulfonylphenyl]carbamoyl]-4-methoxy-phenyl]methylamino]propyl]piperidine-1-carboxylate